7-(6-fluoropyridazin-3-yl)-4-[1-(oxan-2-yl)pyrazol-4-yl]-1-{[2-(trimethylsilyl)ethoxy]methyl}indazole FC1=CC=C(N=N1)C=1C=CC(=C2C=NN(C12)COCC[Si](C)(C)C)C=1C=NN(C1)C1OCCCC1